ClC1=CC(=C(N=N1)C1(CC1)C(F)(F)F)OC 6-chloro-4-methoxy-3-[1-(trifluoromethyl)cyclopropyl]pyridazine